CC1=CC(=C(C(=C1)Br)O)Br dibromocresol